N-(4-(2-(4-methoxyphenyl)propan-2-yl)thiazol-2-yl)-4-(2-(piperazin-1-yl)ethoxy)benzamide COC1=CC=C(C=C1)C(C)(C)C=1N=C(SC1)NC(C1=CC=C(C=C1)OCCN1CCNCC1)=O